2-methanesulfinyl-7-(1-methylcyclobutyl)imidazo[4,3-f][1,2,4]triazine CS(=O)C1=NN2C(C=N1)=CN=C2C2(CCC2)C